3-(hydroxymethyl)pyrrolidine-1-carboxamide Lithium 4-((1,4-dimethylpiperidin-4-yl)ethynyl)-6-methylpicolinate CN1CCC(CC1)(C)C#CC1=CC(=NC(=C1)C)C(=O)[O-].[Li+].OCC1CN(CC1)C(=O)N